2-(3-fluoro-4-hydroxyphenyl)-5-phenyl-2,5,6,7-tetrahydro-3H-pyrrolo[2,1-c][1,2,4]triazol-3-one FC=1C=C(C=CC1O)N1N=C2N(C1=O)C(CC2)C2=CC=CC=C2